BrC1=NC(=NN1COCC[Si](C)(C)C)C 5-bromo-3-methyl-1-((2-(trimethylsilyl)ethoxy)methyl)-1H-1,2,4-triazole